N-(2-(7-Methoxynaphthalen-1-yl-3-d)ethyl)acetamide COC1=CC=C2C=C(C=C(C2=C1)CCNC(C)=O)[2H]